methyl 5-fluoro-1-(2-methoxyethyl)-1H-indazole-6-carboxylate FC=1C=C2C=NN(C2=CC1C(=O)OC)CCOC